C(#N)NC1CC(C1)(C(=O)NC1=CN=C(S1)C1CCCCC1)CC (1r,3s)-3-(cyanoamino)-N-(2-cyclohexyl-1,3-thiazol-5-yl)-1-ethylcyclobutane-1-carboxamide